NC=1C(=C(OC=2C(=C(C(=O)OC)C(=CC2)[N+](=O)[O-])Cl)C(=CC1)F)Cl methyl 3-(3-amino-2-chloro-6-fluorophenoxy)-2-chloro-6-nitrobenzoate